N-tert.-Butyl-4-[[2-(o-tolyl)acetyl]amino]pyridin C(C)(C)(C)N1CC=C(C=C1)NC(CC1=C(C=CC=C1)C)=O